C1(CCCCC1)C[C@@H](C(=O)NC(C(=O)O)CC1C(NC(C1)(C)C)=O)NC(=O)C=1NC2=CC=CC=C2C1 2-((S)-3-Cyclohexyl-2-(1H-indole-2-carboxamido)propanamido)-3-(5,5-dimethyl-2-oxopyrrolidin-3-yl)propanoic acid